C(CCCCCCCCCCCCCCCCCCC)(=O)OC[C@@H](OC(CCCCCCCCCCCCCCCCCCC)=O)COP(=O)(O)OCC[N+](C)(C)C 1,2-Dieicosanoyl-sn-glycero-3-phosphorylcholine